CC=1C=CC2=C(N=C3N2C(=CC=C3C3=CC=C(C=C3)Cl)C3=CC=CC=C3)C1 7-methyl-4-(p-chlorophenyl)-1-phenylbenzo[4,5]imidazo[1,2-a]pyridine